(R)-6-fluoro-5-(2-(5-fluoro-2-methoxypyridin-3-yl)pyrrolin-1-yl)pyrazolo[1,5-a]pyrimidine-3-carboxylic acid ethyl ester C(C)OC(=O)C=1C=NN2C1N=C(C(=C2)F)N2C(=CCC2)C=2C(=NC=C(C2)F)OC